tributylammonium tetrakis(pentafluorophenyl)borate salt FC1=C(C(=C(C(=C1[B-](C1=C(C(=C(C(=C1F)F)F)F)F)(C1=C(C(=C(C(=C1F)F)F)F)F)C1=C(C(=C(C(=C1F)F)F)F)F)F)F)F)F.C(CCC)[NH+](CCCC)CCCC